5-(azidomethyl)pyridin N(=[N+]=[N-])CC=1C=CC=NC1